COC1=C(C=CC=C1)C1CCCCC=2N=C3N(C=C(C=C3)C=3C=NC(=NC3)NCC(=O)OCC)C21 ethyl 2-((5-(10-(2-methoxyphenyl)-7,8,9,10-tetrahydro-6H-cyclohepta[4,5]imidazo[1,2-a]pyridin-2-yl)pyrimidin-2-yl)amino)acetate